4-phenyl-2-(2,2,2-trifluoroethane-1-one-1-yl)benzo[f]quinoline C1(=CC=CC=C1)N1CC(=CC=2C3=C(C=CC12)C=CC=C3)C(C(F)(F)F)=O